OC1=CC(OC2=CC=CC=C12)=O 4-hydroxychromene-2-one